(S)-2-amino-3-(imidazol-4-yl)propionic acid N[C@H](C(=O)O)CC=1N=CNC1